BrC1=C(C=CC=C1)OCC1=CC=C(C=C1)OC 1-bromo-2-((4-methoxybenzyl)oxy)benzene